N-(1-(7-(8-ethynyl-7-fluoro-3-((R)-1-hydroxyethyl)naphthalen-1-yl)-8-fluoro-2-(((2S,4R)-4-fluoro-1,2-dimethylpyrrolidin-2-yl)methoxy)pyrido[4,3-d]pyrimidin-4-yl)azepan-3-yl)acrylamide C(#C)C=1C(=CC=C2C=C(C=C(C12)C1=C(C=2N=C(N=C(C2C=N1)N1CC(CCCC1)NC(C=C)=O)OC[C@]1(N(C[C@@H](C1)F)C)C)F)[C@@H](C)O)F